N(=[N+]=[N-])CCCC[C@H](N)C(=O)O ε-azido-L-norleucine